5-(4-chloro-2-fluoro-anilino)-4-fluoro-pyridine-3-carbaldehyde ClC1=CC(=C(NC=2C(=C(C=NC2)C=O)F)C=C1)F